FC(C1(COC1)NS(=O)(=O)C(C)(C)C)F N-(3-(difluoromethyl)oxetan-3-yl)-2-methylpropane-2-sulfonamide